ClC=1C=NC=CC1C(CO)NC1=NC=NC2=C(C=C(C=C12)C1=CC=C(C=C1)F)OC 2-(3-Chloro-4-pyridyl)-2-[[6-(4-fluorophenyl)-8-methoxy-quinazolin-4-yl]amino]ethanol